5-((5-(4'-((carboxymethoxy)methyl)-[1,1'-biphenyl]-4-yl)-4,6-difluoro-1H-benzo[d]imidazol-2-yl)oxy)-2-methylbenzoic acid C(=O)(O)COCC1=CC=C(C=C1)C1=CC=C(C=C1)C1=C(C2=C(NC(=N2)OC=2C=CC(=C(C(=O)O)C2)C)C=C1F)F